C(C)(=O)N1CC(CCC1)C1=CC=C(C=C1)[C@H](CO)NC(=O)NC=1N=C(SC1)C#C 1-((1R)-1-(4-(1-acetylpiperidin-3-yl)phenyl)-2-hydroxyethyl)-3-(2-ethynyl-thiazol-4-yl)-urea